ClC1=CC(=C(S1)C(=O)O)OCCN1CCC(CC1)(F)F 5-chloro-3-(2-(4,4-difluoropiperidin-1-yl)ethoxy)thiophene-2-carboxylic acid